(R)-2-((4-(1H-pyrazol-1-yl)phenyl)amino)-N-(2-fluoro-3-hydroxy-3-methylbutyl)-7-(isopropylamino)thiazolo[5,4-b]pyridine-6-carboxamide N1(N=CC=C1)C1=CC=C(C=C1)NC=1SC2=NC=C(C(=C2N1)NC(C)C)C(=O)NC[C@H](C(C)(C)O)F